2-Oxo-N-(pyrrolidin-3-yl)-1-[cis-4-[(3-methoxy-4-methylphenyl)carbamoyl]cyclohexyl]-2,3-dihydro-1H-1,3-benzodiazole-4-carboxamide O=C1NC2=C(N1[C@@H]1CC[C@@H](CC1)C(NC1=CC(=C(C=C1)C)OC)=O)C=CC=C2C(=O)NC2CNCC2